1-(6-phenylimidazo[1,5-a]pyridin-5-yl)-N-((tetrahydro-2H-pyran-4-yl)methyl)methylamine C1(=CC=CC=C1)C=1C=CC=2N(C1CNCC1CCOCC1)C=NC2